N-(methyl-d3)-1-(6-(trifluoromethyl)pyridazin-3-yl)ethan-1-amine C(NC(C)C=1N=NC(=CC1)C(F)(F)F)([2H])([2H])[2H]